ethyl 6-(4-isopropylpiperazin-1-yl)benzo[b]thiophene-2-carboxylate C(C)(C)N1CCN(CC1)C=1C=CC2=C(SC(=C2)C(=O)OCC)C1